FC1(C(C(C(C(C1(F)F)(F)F)(F)F)(F)F)I)F 2,2,3,3,4,4,5,5,6,6-decafluoro-1-iodocyclohexane